N12C(CC(CC1)CC2)C=2NC(C1=C(N2)C=C(S1)C=1C(=NNC1)C)=O 1-azabicyclo[2.2.2]oct-2-yl-6-(3-methyl-1H-pyrazol-4-yl)thieno[3,2-d]pyrimidin-4(3H)-one